5-(2,8-dimethylimidazo[1,2-b]pyridazin-6-yl)-2-(6-{[(3S,4R)-3-fluoro-2,2,6,6-tetramethylpiperidin-4-yl]oxy}pyridazin-3-yl)pyridin-3-ol CC=1N=C2N(N=C(C=C2C)C=2C=C(C(=NC2)C=2N=NC(=CC2)O[C@H]2[C@H](C(NC(C2)(C)C)(C)C)F)O)C1